FC1=C(CN)C=CC(=C1)F N-(2,4-difluorobenzyl)amine